2-Chloro-N-{2-[4-(difluoromethyl)-1,3-thiazol-5-yl]-2-[4-({3,6-dimethyl-[1,2]oxazolo[5,4-b]pyridin-4-yl}oxy)piperidin-1-yl]ethyl}-6-fluorobenzamide ClC1=C(C(=O)NCC(N2CCC(CC2)OC2=C3C(=NC(=C2)C)ON=C3C)C3=C(N=CS3)C(F)F)C(=CC=C1)F